CC=1C=C(C(=O)N(NC(C2=C(C(=CC=C2)OC)CC)=O)[C@@H](C(C)(C)C)CCC)C=C(C1)C N'-(3,5-Dimethylbenzoyl)-N'-[(3R)-2,2-dimethyl-3-hexanyl]-2-ethyl-3-methoxybenzohydrazide